4-(1-propenoyl-1,2,3,4-tetrahydroquinolin-6-yl)-6-(1-methyl-1H-pyrazol-4-yl)pyrazolo[1,5-a]pyridine-3-carbonitrile C(C=C)(=O)N1CCCC2=CC(=CC=C12)C=1C=2N(C=C(C1)C=1C=NN(C1)C)N=CC2C#N